6-[5-(cyclopropylmethyl)-4,5-dihydro-1'h,3h-spiro[1,5-benzoxazine-2,4'-piperidin]-1'-yl]-N-(2-hydroxy-2-pyridin-3-ylethyl)pyridazine-3-carboxamide C1(CC1)CN1C=CC=C2C1CCC1(CCN(CC1)C1=CC=C(N=N1)C(=O)NCC(C=1C=NC=CC1)O)O2